CC=1C=C(C(=C(C1)O)C(CC(C)C)CC(CCCC(CC)C)C)O 5-Methyl-2-(2,6,10-trimethyldodecan-4-yl)benzene-1,3-diol